O[C@H]1[C@@H]([C@H]2[C@H]([C@H]([C@H]3[C@@H]4CC[C@H]([C@@H](CCC(=O)O)C)[C@]4(CC[C@@H]3[C@]2(CC1)C)C)O)CC)F 3α,7α-dihydroxy-4β-fluoro-6α-ethyl-5β-cholanic acid